ClC=1C(=NC=CC1C1=C(C(=CC=C1)C=1C=NC(=C(C1)OC)C=O)Cl)C=1C=NC(=C(C1)OC)C=O 3-Chloro-4-(2-chloro-3-(6-formyl-5-methoxypyridin-3-yl)phenyl)-5'-methoxy-[2,3'-bipyridine]-6'-carbaldehyde